3-hydroxy-1-methylazetidin-2-one OC1C(N(C1)C)=O